BrC=1C=C2C3(CN(C2=CC1)C(=O)C=1C=C(C=CC1)S(=O)(=O)NC1C=CCCC1)CCC1(CC3)CC1 3-(5''-bromodispiro[cyclopropane-1,1'-cyclohexane-4',3''-indoline]-1''-carbonyl)-N-(cyclohex-2-en-1-yl)benzenesulfonamide